4-chloro-6-(2,4-difluorophenyl)isoindolin-1-one ClC1=C2CNC(C2=CC(=C1)C1=C(C=C(C=C1)F)F)=O